(4aR,8aS)-6-(3-(3-Chloro-4-hydroxyphenyl)azetidine-1-carbonyl)hexahydro-2H-pyrido[4,3-b][1,4]oxazin-3(4H)-one ClC=1C=C(C=CC1O)C1CN(C1)C(=O)N1C[C@@H]2[C@@H](OCC(N2)=O)CC1